BrC1=C(C=C2C=NN(C2=C1CCO)C1OCCCC1)OC 2-(6-bromo-5-methoxy-1-(tetrahydro-2H-pyran-2-yl)-1H-indazol-7-yl)ethanol